3,3-bis(3,3-dicarboxyphenyl)propane C(=O)(O)C1(CC(=CC=C1)C(CC)C=1CC(C=CC1)(C(=O)O)C(=O)O)C(=O)O